Tert-butyl (3S)-3-methyl-6-(2-methylindazol-6-yl)-3,4-dihydro-2H-pyridine-1-carboxylate C[C@@H]1CN(C(=CC1)C=1C=CC2=CN(N=C2C1)C)C(=O)OC(C)(C)C